5-(2-(4,4-Difluoropiperidin-1-yl)ethoxy)-2-methyl-N-(1-(naphthalen-1-yl)cyclopropyl)benzamide FC1(CCN(CC1)CCOC=1C=CC(=C(C(=O)NC2(CC2)C2=CC=CC3=CC=CC=C23)C1)C)F